6-Bromo-7-fluoro-N-(4-fluoro-3-methylphenyl)-1H-indazol-5-amine BrC1=C(C=C2C=NNC2=C1F)NC1=CC(=C(C=C1)F)C